(S)-2-(2-chlorophenyl)-3-(4-chlorophenyl)-5,6,7,8-tetrahydro-2H-oxepino[3,2-c]pyrazol-8-aminium chloride [Cl-].ClC1=C(C=CC=C1)N1N=C2C(=C1C1=CC=C(C=C1)Cl)OCCC[C@@H]2[NH3+]